OC(CC)C1C(OC(OC1=O)(C)C)=O 5-(1-hydroxypropyl)-2,2-dimethyl-1,3-dioxane-4,6-dione